6-(4,4,5,5-tetramethyl-1,3,2-dioxaborolan-2-yl)-3,4-dihydro-1H-benzo[c][1,2,6]thiadiazine 2,2-dioxide CC1(OB(OC1(C)C)C1=CC2=C(NS(NC2)(=O)=O)C=C1)C